ClC=1C=CC(=C(C(=O)O)C1)NC1=C(C=NC2=CC=C(C=C12)Cl)C=1CNCC1 5-chloro-2-[[6-chloro-3-(2,5-dihydro-1H-pyrrol-3-yl)-4-quinolinyl]amino]benzoic acid